5-Fluoro-6-((((1R,3S,4R)-3-hydroxy-4-((imidazo[1,2-a]pyridin-8-ylmethyl)amino)cyclohexyl)amino)methyl)-1,3-dimethyl-1,3-dihydro-2H-benzo[d]imidazol-2-one FC1=CC2=C(N(C(N2C)=O)C)C=C1CN[C@H]1C[C@@H]([C@@H](CC1)NCC=1C=2N(C=CC1)C=CN2)O